N1(CC1)CCC(=O)[O-] β-aziridinylpropionate